N,N'-bis(3-bromophenyl)cyclopropane-1,1-diamide BrC=1C=C(C=CC1)NC(=O)C1(CC1)C(=O)NC1=CC(=CC=C1)Br